COC1=CC2=C(C=C(O2)C=2N=C3SC(=NN3C2)C)C(=C1)COC1=C(C=CC(=C1)C(=O)O)C1=CC=C(C=C1)C ((6-methoxy-2-(2-methylimidazo[2,1-b][1,3,4]thiadiazol-6-yl)benzofuran-4-yl)methoxy)-4'-methyl-[1,1'-biphenyl]-4-carboxylic acid